benzo[6,7]oxepino[3,2-b]pyridine N1=C2C(=CC=C1)OC1=C(C=C2)C=CC=C1